tert-butyl 7-(4-((2-(dimethylamino)-2-oxoethyl) amino) butyl)-3,4-dihydro-1,8-naphthyridine-1(2H)-carboxylate CN(C(CNCCCCC1=CC=C2CCCN(C2=N1)C(=O)OC(C)(C)C)=O)C